3-(1-methyl-7-((1-(2-((phenylthio)methyl)benzoyl)piperidin-4-yl)oxy)-1H-indazol-3-yl)piperidine-2,6-dione CN1N=C(C2=CC=CC(=C12)OC1CCN(CC1)C(C1=C(C=CC=C1)CSC1=CC=CC=C1)=O)C1C(NC(CC1)=O)=O